N-(4-chloro-2-((2,5-dichloropyrimidin-4-yl)amino)phenyl)methanesulfonamide ClC1=CC(=C(C=C1)NS(=O)(=O)C)NC1=NC(=NC=C1Cl)Cl